2-Tert-butoxy-1-propanol C(C)(C)(C)OC(CO)C